C(C)(C)(C)C1=CC(=C(C=C1)C=1N([C@@H]([C@@H](N1)C1=CC=C(C=C1)Cl)C1=CC=C(C=C1)Cl)C(=O)N1CCN(CC1)CC#CC1=C2CN(C(C2=CC=C1)=O)C1C(NC(CC1)=O)=O)OCC 3-[4-[3-[4-[(4S,5R)-2-(4-tert-butyl-2-ethoxy-phenyl)-4,5-bis(4-chlorophenyl)-4,5-dihydroimidazole-1-carbonyl]piperazin-1-yl]prop-1-ynyl]-1-oxo-isoindolin-2-yl]piperidine-2,6-dione